2-(4-methoxy-3-methylphenyl)-2-((trimethylsilyl)oxy)acetonitrile COC1=C(C=C(C=C1)C(C#N)O[Si](C)(C)C)C